(R)-3-methylpiperazin-2-one C[C@@H]1C(NCCN1)=O